COC(CC=1OC=CC1)=O.C[C@@H]1[C@H](C1)C1=CC(=NO1)C(=O)NC1C[C@H]2CC[C@@H](C1)N2S(=O)(=O)CC2CCN(CC2)C 5-((1S,2S)-2-Methylcyclopropyl)-N-((1R,3r,5S)-8-(((1-methylpiperidin-4-yl)methyl)sulfonyl)-8-azabicyclo(3.2.1)octan-3-yl)isoxazole-3-carboxamide methyl-furanacetate